2-iodo-4-methoxy-5-nitro-pyrimidine IC1=NC=C(C(=N1)OC)[N+](=O)[O-]